COC1=C(C=C(C=C1)C=1C=NN(C1)C(C(=O)N)(C)C)S(NC=1C=NC=2CCNC(C2C1)=O)(=O)=O 2-(4-(4-methoxy-3-(N-(5-oxo-5,6,7,8-tetrahydro-1,6-naphthyridin-3-yl)sulfamoyl)phenyl)-1H-pyrazol-1-yl)-2-methylpropanamide